C1CCN2C1=C(C=1C=CC=CC21)C2=NOC(=N2)C2[C@H]1CN(C[C@@H]21)C(=O)OC(C)(C)C tert-butyl (1R,5S,6r)-6-(3-(2,3-dihydro-1H-pyrrolo[1,2-a]indol-9-yl)-1,2,4-oxadiazol-5-yl)-3-azabicyclo[3.1.0]hexane-3-carboxylate